(S)- and (R)-2-(2-chloro-phenyl)-2-((4-cyanophenEthyl)amino)-N-(5-(1-methyl-1H-pyrazol-4-yl)-pyridin-2-yl)-acetamide ClC1=C(C=CC=C1)[C@@H](C(=O)NC1=NC=C(C=C1)C=1C=NN(C1)C)NCCC1=CC=C(C=C1)C#N |r|